[Si](C)(C)(C(C)(C)C)O[C@@H](C)[C@@H]1[C@@H]2CC[C@H](CN1)N2C(=O)OC(C)(C)C tert-butyl (1S,2S,5R)-2-[(S)-1-[tert-butyl (dimethyl) silyl] oxyethyl]-3,8-diazabicyclo[3.2.1]octane-8-carboxylate